(2-methyl-2H-indazol-5-yl)boronic acid CN1N=C2C=CC(=CC2=C1)B(O)O